(S)-3-cyclopropyl-1-(1-(6-ethoxy-5-methoxypyridin-2-yl)-2-(methylsulfonyl)ethyl)-5-methyl-1H-benzo[d]imidazol-2(3H)-one C1(CC1)N1C(N(C2=C1C=C(C=C2)C)[C@H](CS(=O)(=O)C)C2=NC(=C(C=C2)OC)OCC)=O